2-(4-methylphenyl)-1,2,3,4-tetrahydroquinazoline CC1=CC=C(C=C1)C1NC2=CC=CC=C2CN1